C(C)(C)(C)OC(=O)N(C=1N(C=C(N1)C1=CC=C(OC[C@H](C(=O)OC(C)(C)C)O)C=C1)CCCNC(=O)OC(C)(C)C)C(=O)OC(C)(C)C tert-butyl (R)-3-(4-(2-(bis(tert-butoxycarbonyl) amino)-1-(3-((tert-butoxycarbonyl) amino) propyl)-1H-imidazol-4-yl) phenoxy)-2-hydroxypropionate